4-Cyclobutoxy-3,5-dimethoxyphenethylamine hydrochloride Cl.C1(CCC1)OC1=C(C=C(CCN)C=C1OC)OC